6-[(1R,3s,5S)-8-(2-{1-[(p-methoxyphenyl)methyl]-4-pyrazolyl}acetyl)-8-azabicyclo[3.2.1]oct-3-ylamino]-1(2H)-isoquinolinone COC1=CC=C(C=C1)CN1N=CC(=C1)CC(=O)N1[C@H]2CC(C[C@@H]1CC2)NC=2C=C1C=CNC(C1=CC2)=O